NC=1C=CC2=C(O[C@H](C(N2CC2=CC(=CC=C2)Cl)=O)C)N1 (S)-6-amino-1-(3-chlorobenzyl)-3-methyl-1H-pyrido[2,3-b][1,4]oxazin-2(3H)-one